aluminum (octadecenyl acetoacetate) C(=CCCCCCCCCCCCCCCCC)CC(CC(=O)[O-])=O.[Al+3].C(=CCCCCCCCCCCCCCCCC)CC(CC(=O)[O-])=O.C(=CCCCCCCCCCCCCCCCC)CC(CC(=O)[O-])=O